C1(CC1)C1=NC2=CC(=C(C=C2C(C1C(=O)O)=O)F)N1CCNCC1 cyclopropyl-6-fluoro-4-oxo-7-(piperazin-1-yl)-quinoline-3-carboxylic acid